C(C)(=O)NS(=O)(=O)C1=CC=C(O1)C(=O)NC1CC2(C1)CC(C2)C=2OC1=C(N2)C=C(C=C1)Cl 5-(Acetylsulfamoyl)-N-[6-(5-chloro-1,3-benzoxazol-2-yl)spiro[3.3]heptane-2-yl]furan-2-carboxamide